CC(C(CS(=O)(=O)[O-])=O)(C)C.[K+].OCCN=C(COCCO)O (2-hydroxyethylimino)diethyleneglycol potassium 3,3-dimethyl-2-oxo-butanesulfonate